FC(C1=C(OCC2CN(CC2)C2=C(C(=O)O)C=CC=N2)C=CC=C1)(F)F 2-(3-((2-(trifluoromethyl)phenoxy)methyl)pyrrolidin-1-yl)nicotinic acid